N=1NN=NC1C1CCN(CC1)C=1C(=NC=C(N1)COCC(F)(F)F)C=1C=C(C2=C(C=CO2)C1)F 3-(4-(2H-tetrazol-5-yl)piperidin-1-yl)-2-(7-fluorobenzofuran-5-yl)-5-((2,2,2-trifluoroethoxy)methyl)pyrazine